[(3S)-1-methylpyrrolidin-3-yl]-1,7-naphthyridine-6-carboxamide CN1C[C@H](CC1)C1=NC2=CN=C(C=C2C=C1)C(=O)N